(S)-N-(7-(2-(1-amino-2-(3,5-difluorophenyl)ethyl)-6-oxo-4-phenylpyrimidin-1(6H)-yl)-4-chloro-1-methyl-1H-indazol-3-yl)methanesulfonamide N[C@@H](CC1=CC(=CC(=C1)F)F)C=1N(C(C=C(N1)C1=CC=CC=C1)=O)C=1C=CC(=C2C(=NN(C12)C)NS(=O)(=O)C)Cl